tert-Butyl (3S)-4-(6-chloro-7-(2-fluoro-6-hydroxyphenyl)-1-(2-(2-hydroxyethyl)phenyl)-2-oxo-1,2-dihydropyrido[2,3-d]pyrimidin-4-yl)-3-methylpiperazine-1-carboxylate ClC1=CC2=C(N(C(N=C2N2[C@H](CN(CC2)C(=O)OC(C)(C)C)C)=O)C2=C(C=CC=C2)CCO)N=C1C1=C(C=CC=C1O)F